FC1(CCC2=C1N=C(N=C2C2=NOC(=N2)CC(=O)N2CCN(CC2)C)N2[C@H](CC2)C)F (S)-2-(3-(7,7-difluoro-2-(2-methylazetidin-1-yl)-6,7-dihydro-5H-cyclopenta[d]pyrimidin-4-yl)-1,2,4-oxadiazol-5-yl)-1-(4-methylpiperazin-1-yl)ethan-1-one